CC=1C=C(C=C(C1)C)N1C=NC(=C1)C=O 1-(3,5-dimethylphenyl)-1H-imidazole-4-carbaldehyde